N1C(=NC2=C1C=CC=C2)CCNCCC=2SC=1N=C(N=C(C1N2)NCC2=NC=CC=C2F)C 2-(2-{[2-(1H-1,3-benzodiazol-2-yl)ethyl]amino}ethyl)-N-[(3-fluoropyridin-2-yl)methyl]-5-methyl-[1,3]thiazolo[5,4-d]pyrimidin-7-amine